C(C1=CC=CC=C1)OC1=NC(=CC=C1C1=CC=C(C=C1)NC1CCC(CC1)C(=O)N1CCC(CC1)C(=O)OC(C)(C)C)OCC1=CC=CC=C1 tert-butyl 1-[(1r,4r)-4-({4-[2,6-bis(benzyloxy)pyridin-3-yl]phenyl}amino)cyclohexanecarbonyl]piperidine-4-carboxylate